(R)-7-fluoro-3-((R)-2-(3-fluoro-4-phosphonophenyl)-2-(3-(methylsulfonyl)-2-oxoimidazolidine-1-carboxamido)acetamido)-2-hydroxy-3,4-dihydro-2H-benzo[e][1,2]oxaborinine-8-carboxylic acid FC1=C(C2=C(C[C@@H](B(O2)O)NC([C@H](NC(=O)N2C(N(CC2)S(=O)(=O)C)=O)C2=CC(=C(C=C2)P(=O)(O)O)F)=O)C=C1)C(=O)O